C(C)(C)(C)C1=NC(=NO1)C(=O)N[C@H]1C2=C(CN(CC1)C(=O)OC(C)(C)C)C=C(C=C2)C2=NC(=NC=C2)NC=2C=NN(C2C)C tert-butyl (R)-5-(5-(tert-butyl)-1,2,4-oxadiazole-3-carboxamido)-8-(2-((1,5-dimethyl-1H-pyrazol-4-yl)amino)pyrimidin-4-yl)-1,3,4,5-tetrahydro-2H-benzo[c]azepine-2-carboxylate